CC=1C(=C(C(=CC1C)Cl)Br)Cl methyl-4-methyl-2,6-dichloro-1-bromobenzene